CN1N=CC(=C1)C1=CC=2N(N=C1)C(=CN2)N2CCN(CC2)C(=O)O[C@H](C)C2=NC=C(C=C2)C (1R)-1-(5-methylpyridin-2-yl)ethyl 4-[7-(1-methyl-1H-pyrazol-4-yl)imidazo[1,2-b]pyridazin-3-yl]piperazine-1-carboxylate